(6R)-8-(3-pyrimidin-4-yl-1H-pyrrolo[2,3-b]pyridin-4-yl)-1,8-diazaspiro[5.5]undecane N1=CN=C(C=C1)C1=CNC2=NC=CC(=C21)N2C[C@@]1(CCCCN1)CCC2